(R)-5-chloro-N-(8,9-difluoro-6-oxo-1,4,5,6-tetrahydro-2H-pyrano[3,4-c]isoquinolin-1-yl)-N-methyl-1H-pyrrolo[2,3-c]pyridine-2-carboxamide ClC=1C=C2C(=CN1)NC(=C2)C(=O)N(C)[C@H]2COCC=1NC(C=3C=C(C(=CC3C12)F)F)=O